ClC=1C=C(C=CC1)C1=CN(C2=C1C(=NC=C2)N2CCOCC2)COCC[Si](C)(C)C 4-(3-(3-chlorophenyl)-1-((2-(trimethylsilyl)ethoxy)methyl)-1H-pyrrolo[3,2-c]pyridin-4-yl)morpholine